(5-tert-butyl-4-methyl-thiazol-2-yl)-3-[(7-cyano-5-fluoro-1-isoquinolinyl)amino]acrylamide C(C)(C)(C)C1=C(N=C(S1)C(C(=O)N)=CNC1=NC=CC2=C(C=C(C=C12)C#N)F)C